C1(CC1)C1=CC(=NC=2N1N=C(C2)C2=C(C=C(C=C2)N2C[C@@H](CC2)O)F)C(=O)N2[C@@H](C1=CC=CC=C1CC2)C (3R)-1-(4-(7-Cyclopropyl-5-[(1R)-1-methyl-1,2,3,4-tetrahydroisoquinoline-2-carbonyl]pyrazolo[1,5-a]pyrimidin-2-yl)-3-fluorophenyl)pyrrolidin-3-ol